1-(5-(5-((1r,4r)-4-aminocyclohexyl)-1,3,4-thiadiazol-2-yl)-4-(methylamino)pyridin-2-yl)-1H-indole-5-carbonitrile NC1CCC(CC1)C1=NN=C(S1)C=1C(=CC(=NC1)N1C=CC2=CC(=CC=C12)C#N)NC